ClC1=CC=C(C=C1)C(O)[C@H]1OCC(C1(O)C)O (R)-(4-chlorophenyl(hydroxy)methyl)-3-methyltetrahydrofuran-3,4-diol